N1=C(C=CC=C1)[C@H]1C[C@@H](NCC1)C1=CC=C(C(=O)OC)C=C1 |r| (±)-trans-methyl 4-(4-(pyridin-2-yl)piperidin-2-yl)benzoate